2,2'-azobis(2-methylpropanenitrile) N(=NC(C#N)(C)C)C(C#N)(C)C